tert-butyl (2-(5-bromo-3-cyano-1H-pyrrolo[2,3-b]pyridin-1-yl)ethyl)carbamate BrC=1C=C2C(=NC1)N(C=C2C#N)CCNC(OC(C)(C)C)=O